C(C)(=O)N(C1=C(C=C(C=C1)C1=CC=C(C=N1)C(=O)NCC=1C=NC=CC1)C)C(C)C 6-[4-[acetyl-(isopropyl)amino]-3-methyl-phenyl]-N-(3-pyridylmethyl)pyridine-3-carboxamide